C(C)OC(=C)C=1C(=NC=C(C1)F)C(=O)OC methyl 3-(1-ethoxyvinyl)-5-fluoropyridine-2-carboxylate